FC(C(=O)O)(F)F.NC1=NN2C(N=CC=C2)=C1C(=O)NCC=1C=C(C=2N(C1N1CC(S(CC1)(=O)=O)C)C=NC2)Cl 2-Amino-N-((8-chloro-5-(2-methyl-1,1-dioxidothiomorpholino)imidazo[1,5-a]pyridin-6-yl)methyl)pyrazolo[1,5-a]pyrimidine-3-carboxamide trifluoroacetate salt